NC=1C(=NC(=CN1)C=1N=C(C2=CC=CC=C2C1)N1CCOCC1)C(=O)NC1=NC=CC=C1N1CCC(CC1)(CO)N 3-amino-N-(3-(4-amino-4-(hydroxymethyl)piperidin-1-yl)pyridin-2-yl)-6-(1-morpholinoisoquinolin-3-yl)pyrazine-2-carboxamide